FC(C1=CC=C(C=C1)C1CC(C1)OC=1C=C2C(=CNC2=CC1)NC(C1=NC=CC=C1)=O)(F)F N-(5-((1s,3s)-3-(4-(trifluoromethyl)phenyl)cyclobutoxy)-1H-indol-3-yl)picolinamide